O-methyl N-[(2S)-2-(1,3-dioxoisoindolin-2-yl)propanoyl]carbamothioate O=C1N(C(C2=CC=CC=C12)=O)[C@H](C(=O)NC(OC)=S)C